2-butyl-1-octanethiol C(CCC)C(CS)CCCCCC